tert-butyl (R)-(3-(1-(5-chloro-4-fluoro-2-(methylthio)-8,9-dihydro-10H-7-oxa-1,3,6,10-tetraazacyclohepta[de]naphthalen-10-yl)ethyl)pyridin-2-yl)carbamate ClC1=C(C=2N=C(N=C3C2C(=N1)OCCN3[C@H](C)C=3C(=NC=CC3)NC(OC(C)(C)C)=O)SC)F